2-[Methyl-(pyridine-4-sulfonyl)-amino]-5-oxo-5H-thieno[3,2-b]pyran-6-carboxylic acid CN(C1=CC=2OC(C(=CC2S1)C(=O)O)=O)S(=O)(=O)C1=CC=NC=C1